O(C1=CC=CC=C1)C=1C=C(C=CC1)CN(C(=O)C1=C(C=C(C(=C1)C(=O)O)C(=O)O)C(=O)O)[C@H]1CCCC2=CC=CC=C12 5-[[[(3-phenoxyphenyl)methyl][(1S)-1,2,3,4-tetrahydro-1-naphthalenyl]amino]carbonyl]-1,2,4-benzenetricarboxylic acid